C(CC(C)C)OC1=CC=C(C=C1)S(=O)(=O)Cl 4-(Isopentyloxy)benzenesulfonyl chloride